(1R,2R)-2-[1-(4,4-diethyl-2-imino-6-oxo-hexahydropyrimidin-1-yl)-3-methoxy-butyl]-N-[(4R)-2,2-dimethylchroman-4-yl]cyclopropanecarboxamide C(C)C1(NC(N(C(C1)=O)C(CC(C)OC)[C@H]1[C@@H](C1)C(=O)N[C@@H]1CC(OC2=CC=CC=C12)(C)C)=N)CC